ethyl (E)-1-methyl-4-oxo-1,8-naphthyridine-3-carboxylate CN1C=C(C(C2=CC=CN=C12)=O)C(=O)OCC